propan-2-yl 5-amino-3-(methoxymethyl)-1H-pyrazole-1-carboxylate NC1=CC(=NN1C(=O)OC(C)C)COC